2-(2-(furan-2-yl)-2-oxoethyl)isoindoline-1,3-dione O1C(=CC=C1)C(CN1C(C2=CC=CC=C2C1=O)=O)=O